O1CCCC2=CC(=CC=C12)CNC(N(C[C@H]1CN(CC1)C)CC1=C(C=C(C=C1)F)F)=O (R)-3-(chroman-6-ylmethyl)-1-(2,4-difluorobenzyl)-1-((1-methylpyrrolidin-3-yl)methyl)Urea